4-(thiophen-2-yl)benzamide hydrochloride Cl.S1C(=CC=C1)C1=CC=C(C(=O)N)C=C1